((2R,6R)-4-(2-aminooxazolo[4,5-c]pyridin-7-yl)-6-methylmorpholin-2-yl)((S)-6,8-dichloro-1-methyl-3,4-dihydroisoquinolin-2(1H)-yl)methanone NC=1OC2=C(C=NC=C2N2C[C@@H](O[C@@H](C2)C)C(=O)N2[C@H](C3=C(C=C(C=C3CC2)Cl)Cl)C)N1